O1C=NC=C1C1=CC=2C=NC(=CC2N1COCC[Si](C)(C)C)NC1CCOCC1 2-(oxazol-5-yl)-N-(tetrahydro-2H-pyran-4-yl)-1-((2-(trimethyl-silyl)ethoxy)methyl)-1H-pyrrolo[3,2-c]pyridin-6-amine